ClC1=C(C=NNC1=O)N1C[C@@H](CC1)OC1=NC=CC(=C1)C=1C(=NN(C1C)CC1CC(C1)C(=O)OC)C methyl (R)-3-((4-(2-((1-(5-chloro-6-oxo-1,6-dihydropyridazin-4-yl)pyrrolidin-3-yl)oxy)pyridin-4-yl)-3,5-dimethyl-1H-pyrazol-1-yl)methyl)cyclobutane-1-carboxylate